C(C)(C)(C)OC(=O)N1CC(C1)OC1CN(C1)C(=O)OCC1=CC=CC=C1 Benzyl 3-(1-tert-butoxycarbonylazetidin-3-yl)oxyazetidine-1-carboxylate